2-(3'-tert-Butyl-2'-hydroxy-5'-(2-methoxycarbonylethyl)phenyl)-5-chlorobenzotriazol C(C)(C)(C)C=1C(=C(C=C(C1)CCC(=O)OC)N1N=C2C(=N1)C=CC(=C2)Cl)O